4-(((R)-1-phenylethyl)amino)quinoline-3-carbonitrile C1(=CC=CC=C1)[C@@H](C)NC1=C(C=NC2=CC=CC=C12)C#N